ClC1=C(C(=CC(=C1)C(F)(F)F)Cl)N1N=C(C(=C1NCC1=NC=CC=C1)SC(F)F)C#N (2,6-dichloro-4-(trifluoromethyl)phenyl)-4-((difluoromethyl)thio)-5-((pyridin-2-ylmethyl)amino)-1H-pyrazole-3-carbonitrile